C(#N)[C@H]1N(CSC1)C(CNC(=O)C1=CC=NC2=CC=C(C=C12)N1CC(C1)C(F)(F)F)=O (R)-N-(2-(4-Cyanothiazolidin-3-yl)-2-oxoethyl)-6-(3-(trifluoromethyl)-azaCyclobutan-1-yl)quinoline-4-carboxamide